COC1=NC(=CC(=C1)C=1C=NN2C1C=CC(=C2)C=2C=NN(C2)CCN(C)C)OC 2-(4-(3-(2,6-dimethoxypyridin-4-yl)pyrazolo[1,5-a]pyridin-6-yl)-1H-pyrazol-1-yl)-N,N-dimethylethylamine